NC=1C=NN2C1C=CC=C2 3-aminopyrazolo[1,5-a]pyridine